OC(COC1=C(C=C(C=N1)C(CC(=O)O)N1N=CC2=CC(=CC=C12)OCCC1=NC=2NCCCC2C=C1)C)(C)C 3-(6-(2-Hydroxy-2-methylpropoxy)-5-methylpyridin-3-yl)-3-(5-(2-(5,6,7,8-tetrahydro-1,8-naphthyridin-2-yl)ethoxy)-1H-indazol-1-yl)propanoic acid